4,5-dichloro-2-[piperidin-4-yl-(1H-pyrazol-1-yl)methyl]phenol ClC1=CC(=C(C=C1Cl)O)C(N1N=CC=C1)C1CCNCC1